N-(4-((4-chlorobenzyl)oxy)benzyl)-2-(methylamino)butanamide ClC1=CC=C(COC2=CC=C(CNC(C(CC)NC)=O)C=C2)C=C1